Methyl (2R,3S,3aS,6aR)-2-((((1s,4S)-4-(3-fluorophenyl)cyclohexyl)oxy)methyl)-3-(2,2,2-trifluoro-N-(4-methoxybenzyl)acetamido)hexahydrocyclopenta[b]pyrrole-1(2H)-carboxylate FC=1C=C(C=CC1)C1CCC(CC1)OC[C@H]1[C@H]([C@@H]2[C@H](N1C(=O)OC)CCC2)N(C(C(F)(F)F)=O)CC2=CC=C(C=C2)OC